C1(CC1)CO[C@@H]1C[C@H](N(CC1)C(=O)C=1C=2C=CNC2C(=CC1OC)C)C1=CC=C(C(=O)O)C=C1 4-((2S,4S)-4-(cyclopropylmethoxy)-1-(5-methoxy-7-methyl-1H-indole-4-carbonyl)piperidin-2-yl)benzoic acid